3-chloro-N-(1-(5-(3-cyano-6-methoxypyrazolo[1,5-a]pyridin-4-yl)pyrazin-2-yl)-4-methylpiperidin-4-yl)-5-fluoropicolinamide ClC=1C(=NC=C(C1)F)C(=O)NC1(CCN(CC1)C1=NC=C(N=C1)C=1C=2N(C=C(C1)OC)N=CC2C#N)C